6-[7-[(1-aminocyclopropyl)methoxy]-6-methoxyquinolin-4-yl]oxy-N-methylnaphthalene-1-carboxamide NC1(CC1)COC1=C(C=C2C(=CC=NC2=C1)OC=1C=C2C=CC=C(C2=CC1)C(=O)NC)OC